[Co]=S Cobalt(II) sulfide